ClC1=C(CSC2=NN=C3N2C(=CC(N3)=O)CCC)C=CC(=C1)Cl 3-[(2,4-dichlorobenzyl)sulfanyl]-5-propyl[1,2,4]triazolo[4,3-a]pyrimidin-7(8H)-one